1,2,2-trimethyl-2,3-dihydro-1H-pyrrolo[2,3-c]pyridine-5-carboximidamide hydrochloride Cl.CN1C(CC=2C1=CN=C(C2)C(N)=N)(C)C